C([C@@H](C([C@H](CO)O)O)O)O L-(-)-arabinitol